NCC[C@@]1([C@H](O)[C@H](O)[C@@H](CO)O1)N1C=NC=2C(N)=NC=NC12 aminoethyladenosine